COC1=CC=C2N(CC(NC2=C1)=O)C1=NC(=NC(=C1C)C)C 7-methoxy-4-(2,5,6-trimethylpyrimidin-4-yl)-3,4-dihydroquinoxalin-2(1H)-one